6-chloro-3-(((R)-1-(2-((1R,4R)-5-(5-cyanopyridin-2-yl)-2,5-diazabicyclo[2.2.1]heptan-2-yl)-3,6-dimethyl-4-oxo-3,4-dihydroquinazolin-8-yl)ethyl)amino)-N-(methylsulfonyl)picolinamide ClC1=CC=C(C(=N1)C(=O)NS(=O)(=O)C)N[C@H](C)C=1C=C(C=C2C(N(C(=NC12)N1[C@H]2CN([C@@H](C1)C2)C2=NC=C(C=C2)C#N)C)=O)C